[1,1'-bis(diphenylphosphino)ferrocene] platinum (II) dichloride [Pt](Cl)Cl.C1(=CC=CC=C1)P([C-]1C=CC=C1)C1=CC=CC=C1.[C-]1(C=CC=C1)P(C1=CC=CC=C1)C1=CC=CC=C1.[Fe+2]